2-bromo-1-(1-(fluoromethyl)-2-oxabicyclo[2.2.1]heptan-4-yl)ethan-1-one BrCC(=O)C12COC(CC1)(C2)CF